The molecule is a member of benzenes, a sulfone and a member of triazoles. It has a role as an antimitotic, a herbicide and an agrochemical. CCN(CC)C(=O)N1C=NC(=N1)S(=O)(=O)C2=C(C=C(C=C2C)C)C